(1R,2S,5R)-N-(4-methoxyphenyl)p-menthanecarboxamide COC1=CC=C(C=C1)NC(=O)C1C[C@@H](CCC1C(C)C)C